4-(2-Methoxyphenyl)-6-methylnicotinic acid COC1=C(C=CC=C1)C1=CC(=NC=C1C(=O)O)C